4-[methyl-[(5-methyl-2-oxo-1,3-dioxol-4-yl)methoxycarbonyl]amino]butanoic acid CN(CCCC(=O)O)C(=O)OCC=1OC(OC1C)=O